N,N-diethyl-(E)-pentafluoropropylamine C(C)N(CC)CC(C(F)(F)F)(F)F